N-methyl-5-(4-((5-oxo-4,5,6,7-tetrahydrofurano[2,3-d]thieno[3,2-b]pyridin-2-yl)methyl)piperazin-1-yl)pyridinecarboxamide CNC(=O)C1=NC=C(C=C1)N1CCN(CC1)CC1=CC=2NC(C3=C(C2S1)OCC3)=O